1,3-dihydro-6'-piperazino-1,3,3-trimethyl-spiro[2H-indole-2,3'-[3H]-naphtho[2,1-b][1,4]oxazine] N1(CCNCC1)C1=CC=2OC3(C=NC2C2=CC=CC=C12)N(C1=CC=CC=C1C3(C)C)C